1-(bromomethyl-d2)-4-nitrobenzene BrC(C1=CC=C(C=C1)[N+](=O)[O-])([2H])[2H]